ClCCCCCCC#N 7-chloroheptanonitrile